N-[(6-Amino-2-pyridyl)sulfonyl]-5-phenyl-2-(2,2,4-trimethylpyrrolidin-1-yl)pyridin-3-carboxamid NC1=CC=CC(=N1)S(=O)(=O)NC(=O)C=1C(=NC=C(C1)C1=CC=CC=C1)N1C(CC(C1)C)(C)C